((2S,4R,5R)-4-Acetoxy-5-(2-amino-7-(cyclopropylmethyl)-8-oxo-7,8-dihydro-9H-purin-9-yl) tetrahydrofuran-2-yl)methyl acetate C(C)(=O)OC[C@H]1O[C@H]([C@@H](C1)OC(C)=O)N1C2=NC(=NC=C2N(C1=O)CC1CC1)N